FC(C(=O)O)(F)F.NC1=C(N=CC(=N1)N1CCC2([C@@H](C=3N(N=CC3)C2)N)CC1)SC1=C(C(=NC=C1)N1N=CC=C1)Cl (S)-1-(6-amino-5-((3-chloro-2-(1H-pyrazol-1-yl)pyridin-4-yl)thio)pyrazin-2-yl)-4'H,6'H-spiro[piperidine-4,5'-pyrrolo[1,2-b]pyrazol]-4'-amine (trifluoroacetate)